COC1=C2C(C=C(OC2=CC=C1)C1=C(C=CC=C1)C(F)(F)F)=O 5-methoxy-2-(2-(trifluoromethyl)phenyl)-4H-chromen-4-one